C(=O)(O)[C@@H](O)[C@H](O)C(=O)O.NC1C(CCCC1)N 1,2-diaminocyclohexane-D-tartrate